NC1=CC=C(C(=C1C(=O)N(C)C)F)C=1C(=C2C(=NC1)NC[C@@]21C[C@@H](CC1)CO)Cl 6-Amino-3-((1S,3R)-4'-chloro-3-(hydroxymethyl)-1',2'-dihydrospiro[cyclopentane-1,3'-pyrrolo[2,3-b]pyridin]-5'-yl)-2-fluoro-N,N-dimethylbenzamide